CN[C@H]1[C@@H](CCCC1)NC (R,R)-N,N'-dimethylcyclohexane-1,2-diamine